C1(CC1)OC1=C(N)C=C(C=C1)C(F)(F)F 2-cyclopropyloxy-5-(trifluoromethyl)aniline